C(C=C)(=O)NC(C(=O)O)C(C)C acrylamido-3-methylbutanoic acid